6-Amino-2-butoxy-9-((6-chloropyridin-3-yl)methyl)-7H-purin-8(9H)-one NC1=C2NC(N(C2=NC(=N1)OCCCC)CC=1C=NC(=CC1)Cl)=O